(3S,5S)-2-amino-2-methyloctadecane-3,5-diol NC(C)([C@H](C[C@H](CCCCCCCCCCCCC)O)O)C